[N+](=O)([O-])N([C@@H](CCCNC(N)=N)C(=O)O)C(=O)OC(C)(C)C nitro-N2-tert-butoxycarbonyl-L-arginine